C(#C)C=1C=C(C=CC1)NC1=NC=NC2=CC(=C(C=C12)OCCCCl)OCCCCl 4-(3-ethynylphenylamino)-6,7-bis(3-chloropropyloxy)quinazoline